C1(CC1)N1N=C(C=C(C1=O)C)NC1=NN2C(C=C(C=C2)C2=CC(=NC=C2OC2CCC(CC2)O)C)=C1 2-cyclopropyl-6-[[5-[5-(4-hydroxycyclohexoxy)-2-methyl-4-pyridyl]pyrazolo[1,5-a]pyridin-2-yl]amino]-4-methyl-pyridazin-3-one